N=1N=C(NC1)[C@@H]1CN(CC1)C(=O)N1CC2(C1)CC(C2)CC=2C=NC=C(C2)S(=O)(=O)C(F)(F)F [(3S)-3-(4H-1,2,4-Triazol-3-yl)pyrrolidin-1-yl]-[6-[[5-(trifluoromethylsulfonyl)-3-pyridyl]methyl]-2-azaspiro[3.3]heptan-2-yl]methanone